3-(2,3-dichlorophenyl)pyrazin-2-ol ClC1=C(C=CC=C1Cl)C=1C(=NC=CN1)O